C(C)(C)(C)OC(=O)N1CC(C(CC1)NC1=C(C=C(C=C1)OC(F)(F)F)OC)C 4-[2-methoxy-4-(trifluoromethoxy)anilino]-3-methyl-piperidine-1-carboxylic acid tert-butyl ester